t-butyl (R)-4-{1-(pyrimidin-2-yl)-1H-1,2,4-triazol-5-yl}thiazolidine-3-carboxylate N1=C(N=CC=C1)N1N=CN=C1[C@H]1N(CSC1)C(=O)OC(C)(C)C